3-amino-N-[(6R)-2-[(3S,4S)-3-amino-4-(fluoromethyl)pyrrolidin-1-yl]-5,6,7,8-tetrahydroquinazolin-6-yl]-6-methylthieno[2,3-b]pyridine-2-carboxamide NC1=C(SC2=NC(=CC=C21)C)C(=O)N[C@H]2CC=1C=NC(=NC1CC2)N2C[C@H]([C@H](C2)CF)N